2,2'-Azobis[2-methylpropionamidin] dihydrochlorid Cl.Cl.N(=NC(C(=N)N)(C)C)C(C(=N)N)(C)C